4-methyl-5-((2s,6r)-6-methylpiperazin-2-yl)isobenzofuran-1(3H)-one CC1=C2COC(C2=CC=C1[C@@H]1N[C@@H](CNC1)C)=O